OC=C1C(C=C2CCN(CC2(C1)C(=O)[O-])C(=O)[O-])=O 7-(hydroxymethylene)-6-oxo-3,4,6,7,8,8a-hexahydroisoquinoline-2,8a(1H)-dicarboxylate